(S)-2-(4-(6-((1,5-dimethyl-1H-pyrazol-3-yl)methoxy)pyridin-2-yl)-2,5-difluorobenzyl)-1-(oxetan-2-ylmethyl)-1H-benzo[d]imidazole-6-carboxylic acid CN1N=C(C=C1C)COC1=CC=CC(=N1)C1=CC(=C(CC2=NC3=C(N2C[C@H]2OCC2)C=C(C=C3)C(=O)O)C=C1F)F